N-(3-hydroxybenzyl)-2-(5H-pyrido[3,2-b]indol-7-yl)acetamide OC=1C=C(CNC(CC=2C=CC=3C4=C(NC3C2)C=CC=N4)=O)C=CC1